tert-butyl-2-[4-(cyclopentylamino) phenyl]-1-(2-fluoro-6-methyl-benzoyl)-2,3,4,4a,5,6,7,7a-octahydrocyclopenta[b]pyridine-3-carboxylate C(C)(C)(C)OC(=O)C1CC2C(N(C1C1=CC=C(C=C1)NC1CCCC1)C(C1=C(C=CC=C1C)F)=O)CCC2